CC=1SC=CC1O Methyl-3-hydroxythiophene